ClC1=C(C(=CC=C1F)Cl)C(C)OC=1C(=NC=C(C1)C1=C(C=CC=C1)OCC)N 3-[1-(2,6-dichloro-3-fluoro-phenyl)-ethoxy]-5-(2-ethoxy-phenyl)-pyridin-2-ylamine